C(#N)C1=NC(=CC=C1N1CCC(CC1)CC1=CC(=NC=N1)NC(=O)NCC)C=1NC=CN1 1-(6-((1-(2-cyano-6-(1H-imidazol-2-yl)pyridin-3-yl)piperidin-4-yl)methyl)pyrimidin-4-yl)-3-ethylurea